(R)-(4-benzylmorpholin-3-yl)methanol C(C1=CC=CC=C1)N1[C@@H](COCC1)CO